[N+](=O)([O-])C=1C=CC=C2C(=CN(C12)S(=O)(=O)C1=CC=CC=C1)C=1CCN(CC1)C(=O)OC(C)(C)C tert-butyl 4-(7-nitro-1-(phenylsulfonyl)-1H-indol-3-yl)-3,6-dihydropyridine-1(2H)-carboxylate